COC1=C(C(=C2C(=C1)OC(=CC2=O)C3=CC=C(C=C3)O)O)[C@H]4[C@@H]([C@H]([C@@H]([C@H](O4)CO)O)O)O The molecule is a flavone C-glycoside that is 7-O-methylapigenin in which the hydrogen at position 6 has been replaced by a beta-D-glucosyl residue. It has a role as a plant metabolite, an adenosine A1 receptor antagonist, an anti-inflammatory agent, an antioxidant and a hypoglycemic agent. It is a flavone C-glycoside, a monosaccharide derivative, a polyphenol, a monomethoxyflavone and a dihydroxyflavone. It derives from an apigenin.